ClC=1C=C(CNCCCNC(CCNC2=NC3=C(C4=CN=CC=C24)C=CC(=C3)C(=O)O)=O)C=CC1OC(F)(F)F 5-((3-((3-((3-Chloro-4-(trifluoromethoxy)benzyl)amino)propyl)amino)-3-oxopropyl)amino)benzo[c][2,6]naphthyridine-8-carboxylic acid